C(C)(=O)O[C@@H](C(=O)NC1=CC(=C(C=C1)C(N)=O)F)CC (R)-1-((4-carbamoyl-3-fluorophenyl)amino)-1-oxobutan-2-yl acetate